1-(2,6-dimethoxyphenyl)-2-(6-ethoxypyridin-2-yl)-1H-imidazo[4,5-b]pyrazin-6-amine COC1=C(C(=CC=C1)OC)N1C(=NC=2C1=NC(=CN2)N)C2=NC(=CC=C2)OCC